C(COC1=C(C=C(C=C1Br)Br)Br)OC1=C(C=C(C=C1Br)Br)Br 1,1'-[ethylenebis(oxy)]bis(2,4,6-tribromobenzene)